ClCC(=O)NCCN(C(OC(C)(C)C)=O)C tert-butyl [2-(2-chloroacetamido)ethyl]methylcarbamate